[Na+].NCCS(=O)(=O)[O-] 2-aminoethanesulfonate sodium salt